ClC=1C=C(OCC#N)C=CC1Cl 2-(3,4-dichlorophenoxy)acetonitrile